5-(5-ethylisothiazol-4-yl)-2-fluorobenzoic acid C(C)C1=C(C=NS1)C=1C=CC(=C(C(=O)O)C1)F